Dodecyl cis-9,10-epoxyoctadecanoate CCCCCCCCCCCCOC(=O)CCCCCCCC1C(O1)CCCCCCCC